N-[1-(1H-indol-3-yl)hexan-2-yl]-6-(4-methyl-3-oxopiperazin-1-yl)-1-benzothiophene-2-Carboxamide N1C=C(C2=CC=CC=C12)CC(CCCC)NC(=O)C=1SC2=C(C1)C=CC(=C2)N2CC(N(CC2)C)=O